S-Adenosylhomocysteine [C@@H]1([C@H](O)[C@H](O)[C@@H](CSCC[C@H](N)C(=O)O)O1)N1C=NC=2C(N)=NC=NC12